N1(CCOCC1)CCN[C@H](C)C(=O)N [2-(morpholin-4-yl)ethyl]-D-alaninamide